2-(4-oxocyclohexyl)ethyl 4-[2-[3-(4-amino-1-isopropyl-pyrazolo[3,4-d]pyrimidin-3-yl)-5-cyclopropyl-isoxazol-4-yl]pyrimidin-5-yl]piperidine-1-carboxylate NC1=C2C(=NC=N1)N(N=C2C2=NOC(=C2C2=NC=C(C=N2)C2CCN(CC2)C(=O)OCCC2CCC(CC2)=O)C2CC2)C(C)C